monohydroxymononaphthylbiphenyl OC=1C(=C(C=CC1)C1=CC=CC=C1)C1=CC=CC2=CC=CC=C12